C[C@@]1([C@H](N([C@@H]2CC[C@H]12)C(=O)OCC1=CC=CC=C1)C(=O)OC)CCCB1OC(C(O1)(C)C)(C)C (1R,3S,4R,5R)-2-benzyl 3-methyl 4-methyl-4-(3-(4,4,5,5-tetramethyl-1,3,2-dioxaborolan-2-yl)propyl)-2-azabicyclo[3.2.0]heptane-2,3-dicarboxylate